5-(1H-imidazol-1-yl)-2-(5-((E)-((1S,5R)-1-methyl-9-azabicyclo[3.3.1]nonan-3-ylidene)methyl)-1,3,4-thiadiazol-2-yl)phenol N1(C=NC=C1)C=1C=CC(=C(C1)O)C=1SC(=NN1)/C=C\1/C[C@@]2(CCC[C@H](C1)N2)C